(2-((9,9-dimethyl-9H-fluoren-3-yl)(phenyl)amino)phenyl)phosphonic acid CC1(C2=CC=CC=C2C=2C=C(C=CC12)N(C1=C(C=CC=C1)P(O)(O)=O)C1=CC=CC=C1)C